FC1=C(C(=CC2=C1C[C@@H](CS2)NCCCC2=CC=CC=C2)O)N2CC(N[SH2]2=O)=O 5-{(3S)-5-fluoro-7-hydroxy-3-[(3-phenylpropyl)amino]-3,4-dihydro-2H-1-benzothiopyran-6-yl}-1λ6,2,5-thiadiazolidine-1,3-dione